[N+](#[C-])CCC1=CNC2=C(C=CC=C12)C 3-(2-isocyanoethyl)-7-methyl-indole